8-((3R,5S)-3-amino-5-methylpiperidin-1-yl)quinoxaline-5-carbonitrile N[C@H]1CN(C[C@H](C1)C)C1=CC=C(C=2N=CC=NC12)C#N